iridium (levulinate) C(CCC(=O)C)(=O)[O-].[Ir+3].C(CCC(=O)C)(=O)[O-].C(CCC(=O)C)(=O)[O-]